(1r,2r)-2-fluorocyclopropanecarboxylic acid F[C@H]1[C@H](C1)C(=O)O